N-[3-[2-(difluoromethoxy)-5-methylsulfanyl-phenyl]-1-(2-oxotetrahydrofuran-3-yl)pyrazol-4-yl]pyrazolo[1,5-a]pyrimidine-3-carboxamide FC(OC1=C(C=C(C=C1)SC)C1=NN(C=C1NC(=O)C=1C=NN2C1N=CC=C2)C2C(OCC2)=O)F